C(C1=CC=CC=C1)N1C(=NC2=C1C=CC=C2C(=O)N)C2=CC(=CC=C2)[N+](=O)[O-] 1-benzyl-2-(3-nitrophenyl)-1H-benzo[d]imidazole-4-carboxamide